(E)-N1-(1-ethylpiperidin-4-yl)-N8-hydroxy-2-((naphthalen-1-yloxy)methyl)-2-octenediamide C(C)N1CCC(CC1)NC(\C(=C\CCCCC(=O)NO)\COC1=CC=CC2=CC=CC=C12)=O